(3-bromophenyl)propanoic acid BrC=1C=C(C=CC1)C(C(=O)O)C